FC1=C(C=CC(=C1)F)C1=C2C(=NC=C1)OC(CC2)CC(F)(F)F 5-(2,4-difluorophenyl)-2-(2,2,2-trifluoroethyl)-3,4-dihydro-2H-pyrano[2,3-b]Pyridine